4-(3,3-difluoropiperidin-1-yl)-8-fluoro-7-(7-fluoro-3-(methoxymethoxy)-8-[(Triisopropylsilyl)ethynyl]naphth-1-yl)-5-methyl-2-(methylthio)pyrido[4,3-d]pyrimidine FC1(CN(CCC1)C=1C2=C(N=C(N1)SC)C(=C(N=C2C)C2=CC(=CC1=CC=C(C(=C21)C#C[Si](C(C)C)(C(C)C)C(C)C)F)OCOC)F)F